2-chloro-5-(2,2-difluorocyclopropyl)pyridine ClC1=NC=C(C=C1)C1C(C1)(F)F